N1CCC(CC1)NC(C)=O N-(4-piperidyl)-acetamide